C(CCN)CC(C(=O)O)N(CC(=O)O)CC(=O)O N-(5-amino-1-carboxypentyl)iminodiacetic acid